{3-[(3S,4S)-4-amino-3-methyl-2-oxa-8-azaspiro[4.5]decan-8-yl]-6-(2H-indazol-5-yl)pyrazin-2-yl}methanol N[C@@H]1[C@@H](OCC12CCN(CC2)C=2C(=NC(=CN2)C2=CC1=CNN=C1C=C2)CO)C